NC1=C(C=CC(=C1)N)OCCO 2,4-diamino-1-(β-hydroxyethyloxy)-benzene